FC1=CC=C(C=C1)C1(CN(CC1)C(=O)OCC1=CC=CC=C1)O benzyl 3-(4-fluorophenyl)-3-hydroxy-pyrrolidine-1-carboxylate